tert-butyl (2S,3R)-3-((2,7-dichloro-8-fluoropyrido[4,3-d]pyrimidin-4-yl)(methyl)amino)-2-(fluoromethyl)pyrrolidine-1-carboxylate ClC=1N=C(C2=C(N1)C(=C(N=C2)Cl)F)N([C@H]2[C@H](N(CC2)C(=O)OC(C)(C)C)CF)C